N-(6-(4,4-difluoropiperidin-1-yl)-5-fluoro-4-methylpyridin-2-yl)-2-(4,4-dimethyl-1,4-azasilinan-1-yl)-4-((2-hydroxyethyl)sulfonamido)benzamide FC1(CCN(CC1)C1=C(C(=CC(=N1)NC(C1=C(C=C(C=C1)NS(=O)(=O)CCO)N1CC[Si](CC1)(C)C)=O)C)F)F